N1CCC(=CC1)C=1C=C(C2=C(N=NN2)C1)C(=O)N 6-(1,2,3,6-tetrahydropyridin-4-yl)-3H-benzotriazole-4-carboxamide